C1(CC1)C=1N=NN(C1)[C@H](C(=O)N1[C@@H](C[C@H](C1)O)C(=O)NC[C@H]1N(CCC1)C1=CC=C(C=C1)C)C(C)(C)C (2S,4r)-1-[(2S)-2-(4-cyclopropyl-triazol-1-yl)-3,3-dimethyl-butyryl]-4-hydroxy-N-[[(2S)-1-(p-tolyl)pyrrolidin-2-yl]methyl]pyrrolidine-2-carboxamide